sodium aniline NC1=CC=CC=C1.[Na]